C1(CC1)NC(C([C@H](CCC(C)(F)F)NC(=O)[C@H]1N(CC2(C1)CCCCC2)C([C@H](C2CCOCC2)NC(OC)=O)=O)=O)=O Methyl ((S)-2-((S)-3-(((S)-1-(cyclopropylamino)-6,6-difluoro-1,2-dioxoheptan-3-yl)carbamoyl)-2-azaspiro[4.5]decan-2-yl)-2-oxO-1-(tetrahydro-2H-pyran-4-yl)ethyl)carbamate